methyl (2S)-2-[[(2S)-4-amino-2-(tert-butoxycarbonylamino)-4-oxo-butanoyl]amino]propanoate NC(C[C@@H](C(=O)N[C@H](C(=O)OC)C)NC(=O)OC(C)(C)C)=O